FC1(CCN(CC1)C1=CC=C(C=C1)NC1=NC(=NC=2C=NNC(C21)=O)N2CCC(CC2)CC#N)F 2-(1-(4-((4-(4,4-difluoropiperidin-1-yl)phenyl)amino)-5-oxo-5,6-dihydropyrimido[4,5-d]pyridazin-2-yl)piperidin-4-yl)acetonitrile